5-iodo-7-((1-((2-(trimethylsilyl)ethoxy)methyl)-1H-pyrazol-4-yl)methyl)-7H-pyrrolo[2,3-d]Pyrimidin-4-amine IC1=CN(C=2N=CN=C(C21)N)CC=2C=NN(C2)COCC[Si](C)(C)C